N1(CCCC1)CCC1=NC2=CC=CC=C2C(N1)=O 2-(pyrrolidin-1-yl)ethylquinazolin-4(3H)-one